C(=O)C=1C=NC(=NC1)N1N=C(N=C1)C#N 1-(5-formylpyrimidin-2-yl)-1H-1,2,4-triazole-3-carbonitrile